rac-N-((4R,5S)-4-(3-(1,1-dioxidoisothiazol-2(3H)-yl)phenyl)-7-ethyl-3-methyl-6-oxo-1-phenyl-4,5,6,7-tetrahydro-1H-pyrazolo[3,4-b]pyridin-5-yl)-3-(trifluoromethyl)benzamide O=S1(N(CC=C1)C=1C=C(C=CC1)[C@@H]1C2=C(N(C([C@H]1NC(C1=CC(=CC=C1)C(F)(F)F)=O)=O)CC)N(N=C2C)C2=CC=CC=C2)=O |r|